1-(2-((4-(3-amino-6-(2-hydroxyphenyl)pyridazin-4-yl)piperazin-1-yl)methyl)phenyl)dihydropyrimidine-2,4(1H,3H)-dione NC=1N=NC(=CC1N1CCN(CC1)CC1=C(C=CC=C1)N1C(NC(CC1)=O)=O)C1=C(C=CC=C1)O